ClC1=CC(=C(C(=O)NC2=NC(=CC=C2)CC2CCN(CC2)C)C=C1)F 4-chloro-2-fluoro-N-(6-((1-methylpiperidin-4-yl)methyl)pyridin-2-yl)benzamide